2-(4-((1H-indazol-1-yl)methyl)phenyl)-5-(difluoromethyl)-1,3,4-oxadiazole N1(N=CC2=CC=CC=C12)CC1=CC=C(C=C1)C=1OC(=NN1)C(F)F